(E)-2-(4-chlorobenzylidene)-2,3-dihydropyrrolizine-1-one ClC1=CC=C(\C=C/2\C(C3=CC=CN3C2)=O)C=C1